C(C(C)C)(=O)N1CCC(CC1)C1=C(O[C@@H]2CN(CC2)C(=O)OC(C)(C)C)C=CC(=C1)C(=O)OC tert-butyl (S)-3-(2-(1-isobutyrylpiperidin-4-yl)-4-(methoxycarbonyl)phenoxy)pyrrolidine-1-carboxylate